C(C)C1=CN=C(N1)C1=CC=CC(=N1)N1CCNCCC1 1-[6-(5-Ethyl-1H-imidazol-2-yl)pyridin-2-yl]-1,4-diazepane